C1=CC=CC2=C1C=NC1=C(O2)C=CC=C1 dibenzo[b,f][1,4]oxazepin